FC=1OC2=C(C1)C1=C(C=C2OC)SC(=C1)C(=O)O 2-Fluoro-4-methoxythieno[3,2-e]benzofuran-7-carboxylic acid